4,4'-{[1-(nonaboran-1-yl)-1H-borirene-2,3-diyl]bis(methylene)}diphenol B(BBBBBBBB)B1C(=C1CC1=CC=C(C=C1)O)CC1=CC=C(C=C1)O